FC1=C(C(=O)N[C@H](C(=O)O)CC2=CC(=C(C=C2)C=2C(N(C(=CC2C(F)(F)F)C)C)=O)F)C(=CC(=C1)N1[C@H](COCC1)C(F)(F)F)F (S)-2-(2,6-difluoro-4-((R)-3-(trifluoromethyl)morpholino)benzamido)-3-(4-(1,6-dimethyl-2-oxo-4-(trifluoromethyl)-1,2-dihydropyridin-3-yl)-3-fluorophenyl)propanoic acid